N-tosylpyrrole-3-carboxylic acid S(=O)(=O)(C1=CC=C(C)C=C1)N1C=C(C=C1)C(=O)O